CN(C(=O)NC)[C@@H](C)C1=CNC(C2=CC=CC=C12)=O (S)-1,3-dimethyl-1-(1-(1-oxo-1,2-dihydroisoquinolin-4-yl)ethyl)urea